C(CCC(CNCCN)N)CCC(CNCCN)N pentamethylenediethylenetriamine